N1(N=CN=C1)C1=CC=C(CN2C(=NC3=C2C=CC=C3)N3C[C@@H](CCC3)N)C=C1 (R)-1-(1-(4-(1H-1,2,4-triazol-1-yl)benzyl)-1H-benzo[d]imidazol-2-yl)piperidin-3-amine